N4-(4-(1,3-dimethyl-1H-pyrazol-4-yl)-5-methoxypyrimidin-2-yl)-N1-(2-(dimethylamino)ethyl)-N1,N2-dimethylbenzene-1,2,4-triamine CN1N=C(C(=C1)C1=NC(=NC=C1OC)NC=1C=C(C(=CC1)N(C)CCN(C)C)NC)C